BrC=1C=CC(=C2C=CN(C12)C(C(C)OC([C@H](C)NC(=O)C1=NC=CC(=C1OC(C)=O)OC)=O)C)F (2S)-2-[(3-Acetyloxy-4-methoxy-pyridine-2-carbonyl)amino]propionic acid [2-(7-bromo-4-fluoro-indol-1-yl)-1-methyl-propyl] ester